3-(1-oxo-5-(((1R,2R)-2-(3-(pyridin-2-yl)azetidin-1-yl)-cyclohexyl)oxy)isoindolin-2-yl)piperidine-2,6-dione O=C1N(CC2=CC(=CC=C12)O[C@H]1[C@@H](CCCC1)N1CC(C1)C1=NC=CC=C1)C1C(NC(CC1)=O)=O